2-(1-(4-((4-((1-hydroxy-2-methylpropan-2-yl)oxy)phenyl)amino)-5-oxo-5,6-dihydropyrimido[4,5-d]pyridazin-2-yl)piperidin-4-yl)acetonitrile OCC(C)(C)OC1=CC=C(C=C1)NC1=NC(=NC=2C=NNC(C21)=O)N2CCC(CC2)CC#N